azo diisocyanate N(=NN=C=O)N=C=O